C(C=C)C(C(=O)[O-])(C(=O)[O-])CCCCC allyl-n-pentylmalonate